OCC(CO[Si]1(OCC(CO1)C)CCC[S-])C 3-[2-(3-hydroxy-2-methylpropoxy)-5-methyl-[1,3,2]dioxasilinan-2-yl]propanethiolate